4-hydroxy-1-methylhexahydroazepine OC1CCN(CCC1)C